C1(CC1)[C@@H](COC1=NC=C(C=C1Br)Br)N (S)-1-cyclopropyl-2-((3,5-dibromopyridin-2-yl)oxy)ethan-1-amine